CC1=C(C=CC=2NC(OC(C21)=O)=O)[N+](=O)[O-] 5-methyl-6-nitro-2H-benzo[d][1,3]oxazine-2,4(1H)-dione